N1(CCNCC1)C1=CC=C2C(=N1)C(=CN2)NC(=O)NC2=CC=C(C=C2)C(F)(F)F 1-(5-(piperazin-1-yl)-1H-pyrrolo[3,2-b]pyridin-3-yl)-3-(4-(trifluoromethyl)phenyl)urea